CN(C)\C=C/1\C(NCC2(CC2)C1=O)=O (E)-7-((dimethylamino)methylene)-5-azaspiro[2.5]octane-6,8-dione